2-Amino-1,3,4-octadecanetriol NC(CO)C(C(CCCCCCCCCCCCCC)O)O